2,5-Dimethyl-piperazine-1-carboxylic acid tert-butyl ester C(C)(C)(C)OC(=O)N1C(CNC(C1)C)C